C(C=C)N(C=1C(=CC=C2C(=CNC12)Cl)C=O)S(N(C)C)(=O)=O 7-[allyl(dimethylsulfamoyl)amino]-3-chloro-1H-indole-6-carbaldehyde